tert-butyl 3-carbamoyl-2-{3-[4-(pyrrolidin-1-yl) butyl] ureido}-4,7-dihydrothieno[2,3-c]pyridine-6(5H)carboxylate C(N)(=O)C1=C(SC=2CN(CCC21)C(=O)OC(C)(C)C)NC(=O)NCCCCN2CCCC2